OC1=CC=C2C[C@H](N(CC2=C1)C(=O)OC(C)(C)C)[C@@H](CNC(=O)C1=NC(=NC(=C1)NC1COC1)N(CCC)C)O tert-Butyl (3S)-7-hydroxy-3-[(1R)-1-hydroxy-2-[[2-[methyl(propyl)amino]-6-(oxetan-3-ylamino)-pyrimidine-4-carbonyl]amino]ethyl]-3,4-dihydro-1H-isoquinoline-2-carboxylate